benzoic phenyl ester C1(=CC=CC=C1)OC(C1=CC=CC=C1)=O